BrC1=C(C(=O)O)C=C(C=C1)O Bromo-5-hydroxybenzoic acid